N1=NC(=CC=C1)C1=NC=C(C=N1)Cl 2-(azapyridin-3-yl)-5-chloropyrimidine